ClCP(=O)(C)Cl Chloromethyl-(methyl)phosphinyl chloride